OC(CCCCCCCCCC)C=1NC=C[N+]1C 1-hydroxyundecanyl-3-methylimidazolium